potassium butoxide [O-]CCCC.[K+]